neodecanoate silver [Ag+].C(CCCCCC(C)(C)C)(=O)[O-]